N-(1-methyl-3-(4'-(2-morpholinoethoxy)-4,5,5',6'-tetrahydro-2H-spiro[furan-3,8'-pyrano[3,4-b]pyridin]-2'-yl)-1H-pyrrolo[2,3-c]pyridin-5-yl)acetamide CN1C=C(C=2C1=CN=C(C2)NC(C)=O)C2=CC(=C1C(=N2)C2(OCC1)COCC2)OCCN2CCOCC2